1-(6-chloro-7-(2-fluorophenyl)quinazolin-4-yl)-N-(2,3,4,5-tetrafluoro-6-(methylsulfanyl)phenyl)azetidin-3-amine ClC=1C=C2C(=NC=NC2=CC1C1=C(C=CC=C1)F)N1CC(C1)NC1=C(C(=C(C(=C1SC)F)F)F)F